(S)-4-(2-chloro-3-(9-(5-chloro-2-methoxybenzyl)-6-(1-methylcyclopropoxy)-9H-purin-8-yl)phenoxy)-3-methylbutanoic acid ClC1=C(OC[C@H](CC(=O)O)C)C=CC=C1C=1N(C2=NC=NC(=C2N1)OC1(CC1)C)CC1=C(C=CC(=C1)Cl)OC